(S)-4-((2-((6-methylpyridin-3-yl)oxy)ethyl)(4-(5,6,7,8-tetrahydro-1,8-naphthyridin-2-yl)butyl)amino)-2-((5-(trifluoromethyl)pyrimidin-2-yl)amino)butanoic acid CC1=CC=C(C=N1)OCCN(CC[C@@H](C(=O)O)NC1=NC=C(C=N1)C(F)(F)F)CCCCC1=NC=2NCCCC2C=C1